4-(5-methoxy-2-methyl-1H-indol-3-yl)-2-(pyridin-4-yl)thiazole COC=1C=C2C(=C(NC2=CC1)C)C=1N=C(SC1)C1=CC=NC=C1